3-(4-cyanophenyl)bicyclo[1.1.1]pentane-1-carboxylic acid C(#N)C1=CC=C(C=C1)C12CC(C1)(C2)C(=O)O